C(C)(C)N1N=NC(=C1)C1=CN=C2N1N=C(C=C2NC)NC=2C=C(C=CC2)C2=CC=C(C=N2)C=O 6-(3-{[3-(1-isopropyl-1,2,3-triazol-4-yl)-8-(methylamino)imidazo[1,2-b]pyridazin-6-yl]amino}phenyl)pyridine-3-carbaldehyde